C(#N)CC[N+]1=C2N(C(C(=C1)C=1C(=NOC1C)C)=O)C=CC=C2 1-(2-cyanoethyl)-3-(3,5-dimethylisoxazol-4-yl)-4-oxo-4H-pyrido[1,2-a]pyrimidinium